6-(1-methylcyclopropyl)-2-(6-{4-[(3ξ)-1,1,1-trifluoropentan-3-yl]-4H-1,2,4-triazol-3-yl}pyridin-2-yl)-2,3-dihydro-1H-pyrrolo[3,4-c]pyridin-1-one CC1(CC1)C1=CC2=C(C=N1)CN(C2=O)C2=NC(=CC=C2)C2=NN=CN2C(CC(F)(F)F)CC